O=C1N(C(C2=CC(=CC=C12)C1=CN=NN1)=O)C=1C=C(C=CC1C(=O)OCCOC(C)=O)C1=CC(=C(C=C1)F)F 2-(acetyloxy)ethyl 3-[1,3-dioxo-5-(1H-1,2,3-triazol-5-yl)-2,3-dihydro-1H-isoindol-2-yl]-3',4'-difluoro[1,1'-biphenyl]-4-carboxylate